N-((1R,2S)-2-(3,4-difluorophenyl)cyclopropyl)-9-ethyl-2-(ethylthio)-9H-purin-6-amine FC=1C=C(C=CC1F)[C@H]1[C@@H](C1)NC1=C2N=CN(C2=NC(=N1)SCC)CC